1-(4-chlorobenzyl)-3-(4-((pyrrolidin-1-ylsulfonyl)methyl)phenyl)urea ClC1=CC=C(CNC(=O)NC2=CC=C(C=C2)CS(=O)(=O)N2CCCC2)C=C1